(2S,3S)-2-amino-3-(7-methoxy-2-methyl-1H-indol-3-yl)butanoic acid N[C@H](C(=O)O)[C@@H](C)C1=C(NC2=C(C=CC=C12)OC)C